3-(6-bromopyridin-2-yl)-5,5,6-trimethyl-6,7-Dihydro-5H-pyrrolo[2,1-c][1,2,4]triazole BrC1=CC=CC(=N1)C=1N2C(=NN1)CC(C2(C)C)C